C1(CC1)C1=C(C=C(C=C1F)[C@@H](NC(=O)[C@H]1N(C[C@@H](C1)F)C(CC=1OC=CN1)=O)C1=CC=CC=C1)F (2S,4R)-N-[(S)-(4-cyclopropyl-3,5-difluorophenyl)(phenyl)methyl]-4-fluoro-1-[2-(1,3-oxazol-2-yl)acetyl]pyrrolidine-2-carboxamide